methyl-3-(4-fluorophenyl)-3-methyltetrahydro-1H-pyrrolizine CC1CC(N2CCCC12)(C)C1=CC=C(C=C1)F